B(=O)[O-] boranate